ClOP(O)(=O)C(C(C(C(C(C(C(C(F)(F)F)(F)F)(F)F)(F)F)(F)F)(F)F)(F)F)(F)F Chloroperfluorooctylphosphonic acid